C(C)OC(CCC(C)NC(C)C1=CC=CC=C1)=O 4-[(1-Phenylethyl)amino]pentanoic acid ethyl ester